F[P-](F)(F)(F)(F)F.COC(CN1CN(C=C1)CC(OC)=O)=O 1,3-bis(2-methoxy-2-oxoethyl)imidazole hexafluorophosphate